OC(CS(=O)(=O)O)O dihydroxyethyl-sulfonic acid